OC(CO)N1C(C(=C(C2=CC=NC=C12)N1CCC(CC1)(C)OC)C#N)=O (1,2-dihydroxyethyl)-4-(4-methoxy-4-methylpiperidin-1-yl)-2-oxo-1,2-dihydro-1,7-naphthyridine-3-carbonitrile